ClC1=C(C(=CC2=C(C(=C(C=C12)Cl)Cl)Cl)Cl)Cl 1,2,3,5,6,7-hexachloronaphthalene